3-fluoro-2-(chloromethyl)pyridine FC=1C(=NC=CC1)CCl